OC1=C2C(C=C(OC2=CC(=C1OC)O)C1=CC=C(C=C1)OC)=O 5,7-Dihydroxy-6-methoxy-2-(4-methoxyphenyl)-4H-chromen-4-one